2-(1-naphthyl)-pyridine C1(=CC=CC2=CC=CC=C12)C1=NC=CC=C1